(R)-4-Methyl-benzenesulfinamide CC1=CC=C(C=C1)[S@@](=O)N